CS1N=C(C=CC=C1)C 1,3-dimethyl-thiazepine